2-(trifluoromethyl)-4H-chromen-4-one FC(C=1OC2=CC=CC=C2C(C1)=O)(F)F